nonanediol dibenzoate C(C1=CC=CC=C1)(=O)OC(CCCCCCCC)OC(C1=CC=CC=C1)=O